NC=1C2=C(N=CN1)N(C=C2C2=C(C=C(C=C2)NC(CC2=C1C=CN=CC1=CC=C2)=O)C)C N-(4-(4-amino-7-methyl-7H-pyrrolo[2,3-d]pyrimidin-5-yl)-3-methylphenyl)-2-(isoquinolin-5-yl)acetamide